CC=1C(=C2C(=NN3C(C2=CC1)=C(C(=C3CC)C(=O)O)C(=O)O)N3CCOCC3)C dimethyl-3-ethyl-6-morpholinopyrrolo[2,1-a]-phthalazine-1,2-dicarboxylic acid